1-ethyl-6-fluoro-7-(4-((5-(pyridin-4-yl)-2-sulfanyl-1,3,4-oxadiazol-3(2H)-yl)methyl)piperazin-1-yl)-4-oxo-1,4-dihydroquinoline-3-carboxylic acid C(C)N1C=C(C(C2=CC(=C(C=C12)N1CCN(CC1)CN1C(OC(=N1)C1=CC=NC=C1)S)F)=O)C(=O)O